C(C)(C)(C)OC(=O)N1CCC(CC1)C=1SC(=CC1F)C(NC=1C=C(C=2N(C1)C=C(N2)C)F)=O tert-butyl-4-[3-fluoro-5-([8-fluoro-2-methylimidazo[1,2-a]pyridin-6-yl]carbamoyl)thiophen-2-yl]piperidine-1-carboxylate